4-{4-amino-7-methyl-7H-pyrrolo[2,3-d]pyrimidin-5-yl}-1,2,3,6-tetrahydropyridine-1-carboxylic acid tert-butyl ester C(C)(C)(C)OC(=O)N1CCC(=CC1)C1=CN(C=2N=CN=C(C21)N)C